FC1=C(C(=C(C(=C1F)N)F)F)C1=CC(=CC=C1)OC([2H])([2H])[2H] 2,3,5,6-tetrafluoro-3'-(methoxy-d3)-[1,1'-biphenyl]-4-amine